FC(OC=1C=C(C=C(C#N)C1)OC1=C=C=C2C(C(C2=C1)=O)(F)F)F 5-difluoromethoxy-3-(8,8-difluoro-7-oxobicyclo[4.2.0]oct-1,3,5-triene-2-enyloxy)benznitrile